4-(hydroxymethyl)-6,7-dimethoxyisocoumarin OCC1=COC(=O)C2=CC(=C(C=C12)OC)OC